ClC1=C(C=CC(=C1NC=1C(=C2C(N(C=NC2=CC1)C)=O)C)F)NS(=O)(=O)N1CC(C1)OCC N-(2-chloro-3-((3,5-dimethyl-4-oxo-3,4-dihydroquinazolin-6-yl)amino)-4-fluorophenyl)-3-ethoxyazetidine-1-sulfonamide